3,7,10-triisopropyl-1-(3-isopropylphenyl) triphenylene Methyl 3-(1-(4-bromo-2-methylphenyl)ureido)propanoate BrC1=CC(=C(C=C1)N(C(=O)N)CCC(=O)OC)C.C(C)(C)C=1C=C(C=2C3=CC=C(C=C3C3=CC(=CC=C3C2C1)C(C)C)C(C)C)C1=CC(=CC=C1)C(C)C